C(=O)C=1N(C=CC1)C 2-formyl-N-methyl-1H-pyrrole